tert-butyl(1-(7-(4-cyano-3-fluorophenyl)-8-(3-hydroxy-4-methoxyphenyl)-3-oxo-3,4-dihydro-2H-pyrido[4,3-b][1,4]oxazin-5-yl)piperidin-4-yl)carbamate C(C)(C)(C)OC(NC1CCN(CC1)C1=NC(=C(C=2OCC(NC21)=O)C2=CC(=C(C=C2)OC)O)C2=CC(=C(C=C2)C#N)F)=O